FC1=CC=C(C=2N=C(SC21)N)OC 7-fluoro-4-methoxy-1,3-benzothiazol-2-amine